dimethyl 2-oxobicyclo[2.2.2]octane-1,4-dicarboxylate O=C1C2(CCC(C1)(CC2)C(=O)OC)C(=O)OC